C(C)(C)(C)C=1C=C(C=CC1)C(C)O 1-(3-(tert-butyl)phenyl)ethan-1-ol